C(C)(C)(C)OC(=O)NCC=1C=C(C=CC1)C1=CC(=CC=2C=COC21)C=O 7-(3-(((tert-butoxycarbonyl)amino)methyl)phenyl)-5-formylbenzofuran